(3-methyl-5-nitrobenzofuran-2-yl)methanone CC1=C(OC2=C1C=C(C=C2)[N+](=O)[O-])C=O